NC1=CC(C(NC1=NC=1C(=NN2C1C=CC=C2)NCCCN2CCN(CC2)C)=NC=2C(=NN1C2C=CC=C1)NCCCN1CCN(CC1)C)=N N3,N3'-(5-Amino-3-iminopyridin-2,6(1H,3H)-diyliden)bis{N2-[3-(4-methylpiperazin-1-yl)propyl]pyrazolo-[1,5-a]pyridin-2,3-diamin}